(5-(difluoromethyl)-2-(methylsulfonyl)pyrimidin-4-yl)benzoic acid methyl ester COC(C1=C(C=CC=C1)C1=NC(=NC=C1C(F)F)S(=O)(=O)C)=O